1-[4-bromo-2-(methoxymethoxy)phenyl]ethan-1-one BrC1=CC(=C(C=C1)C(C)=O)OCOC